ClC1=C(OC(C(=O)OCC)(C)C)C(=CC(=C1)CN1N=CN(C1=O)C1=CC=C(C=C1)OC(F)(F)F)Cl Ethyl 2-(2,6-dichloro-4-((5-oxo-4-(4-(trifluoromethoxy)phenyl)-4,5-dihydro-1H-1,2,4-triazol-1-yl)methyl)phenoxy)-2-methylpropionate